3-[4-[5-[(E)-2-(4-benzyloxybutoxy)vinyl]pyrimidin-2-yl]-5-cyclopropyl-isoxazol-3-yl]-1-tert-butyl-pyrazolo[3,4-d]pyrimidin-4-amine C(C1=CC=CC=C1)OCCCCO/C=C/C=1C=NC(=NC1)C=1C(=NOC1C1CC1)C1=NN(C2=NC=NC(=C21)N)C(C)(C)C